4-amino-2-(2H-tetrazol-5-yl)phenol NC1=CC(=C(C=C1)O)C=1N=NNN1